FC1=C(C(=CC(=C1)OC1COCCC1)F)C1=C(C=CC(=N1)C(=O)O)F 6-[2,6-Difluoro-4-(tetrahydro-2H-pyran-3-yloxy)phenyl]-5-fluoropyridine-2-carboxylic acid